tert-butyl (R)-3-((1H-pyrrolo[2,3-b]pyridin-5-yl)oxy)-4'-(2-(2-(1-(dimethylglycyl)piperidin-4-yl)phenyl)pyrrolidin-1-yl)-[1,1'-biphenyl]-4-carboxylate N1C=CC=2C1=NC=C(C2)OC=2C=C(C=CC2C(=O)OC(C)(C)C)C2=CC=C(C=C2)N2[C@H](CCC2)C2=C(C=CC=C2)C2CCN(CC2)C(CN(C)C)=O